N-(trans-4-morpholinocyclohexyl)-5-(1,8-naphthyridin-3-yl)pyrrolo[2,1-f][1,2,4]triazin-2-amine O1CCN(CC1)[C@@H]1CC[C@H](CC1)NC1=NN2C(C=N1)=C(C=C2)C=2C=NC1=NC=CC=C1C2